(R)-3-(4-((4-(ethylamino)-5-(trifluoromethyl)pyrimidin-2-yl)amino)-3-methyl-1H-pyrazol-1-yl)-3-(fluoromethyl)dihydrofuran-2(3H)-one C(C)NC1=NC(=NC=C1C(F)(F)F)NC=1C(=NN(C1)[C@]1(C(OCC1)=O)CF)C